NC=1CN(C2=NC(=CC=C2C1NC)CC)C=1C(=NC=CC1)C 3-Amino-7-ethyl-4-(methylamino)-1-(2-methylpyridin-3-yl)-1,8-naphthyridine